C(#N)C1=C(C=O)C(=CC=C1)C 2-CYANO-6-METHYLBENZALDEHYDE